tert-butyl 4-(3-methyl-6-oxo-5-((2-(trifluoromethoxy)pyridin-3-yl)methyl)-5,6-dihydropyrido[2,3-b]pyrazin-7-yl)piperidine-1-carboxylate CC1=CN=C2C(=N1)N(C(C(=C2)C2CCN(CC2)C(=O)OC(C)(C)C)=O)CC=2C(=NC=CC2)OC(F)(F)F